bis(2,3-epithiopropyl) disulfide C(C1CS1)SSCC1CS1